N1[C@@H](CSCC1)C(=O)O (R)-thiomorpholine-3-carboxylic acid